C1(=C(C(=CC(=C1)C)C)N1C(N(CC1)C1=C(C=C(C=C1C)C)C)=C1C(CCCC1)P(C1CCCCC1)C1CCCCC1)C (1,3-dimesitylimidazolin-2-ylidene)(tricyclohexylphosphine)